C(C)N1CCN(CC1)CC=1C=CC(=NC1)NC1=NC=C(C(=N1)C1=CC2=C(N=C3N2[C@@H](CC3)CO)C(=C1)F)F (S)-(7-(2-((5-((4-ethylpiperazin-1-yl)methyl)pyridin-2-yl)amino)-5-fluoropyrimidin-4-yl)-5-fluoro-2,3-dihydro-1H-benzo[d]pyrrolo[1,2-a]imidazol-1-yl)methanol